3-bromo-2-fluoro-5-methoxy-6-nitro-pyridine BrC=1C(=NC(=C(C1)OC)[N+](=O)[O-])F